FC1=C(C(=O)N2C[C@H](N([C@@H](C2)C)C(=O)C2=C(C=C(C=C2)OC)F)C)C=CC=C1OC ((2R,6R)-4-(2-fluoro-3-methoxybenzoyl)-2,6-dimethylpiperazin-1-yl)(2-fluoro-4-methoxyphenyl)methanone